FC1=CC=C(CCNCCCN(C)CC2(C(CCC2)O)O)C=C1 (((3-((4-fluorophenethyl)amino)propyl)(methyl)amino)methyl)cyclopentane-1,2-diol